BrCCCBr 1,3-dibromo-propane